N,N-dimethyl-1-(4-methyl-2-(pyrimidin-2-ylthio)phenyl)piperidin-4-amine CN(C1CCN(CC1)C1=C(C=C(C=C1)C)SC1=NC=CC=N1)C